CC1=C(C=C(C(=C1)OC1=CC(=CC=C1)SC(C(F)F)(F)F)C)N=CN(C)CC N'-(2,5-dimethyl-4-(3-[(1,1,2,2-tetrafluoroethyl)sulfanyl]phenoxy)phenyl)-N-ethyl-N-methylimidoformamide